tin (II) phenoxide [O-]C1=CC=CC=C1.[Sn+2].[O-]C1=CC=CC=C1